1,2-bispentadecanoyl-sn-glycero-3-phosphate C(CCCCCCCCCCCCCC)(=O)OC[C@@H](OC(CCCCCCCCCCCCCC)=O)COP(=O)(O)O